N-(2-aminoethyl)-4-methyl-benzenebutanamide NCCNC(CCCC1=CC=C(C=C1)C)=O